[N+](=O)([O-])C1=CC=C(OC=2C=C(C(=O)O)C=C(C2)OC2=CC=C(C=C2)[N+](=O)[O-])C=C1 3,5-bis(4-nitrophenoxy)benzoic acid